2-(2-{[6-({2-[2-(9H-carbazolylcarbonyloxy)ethoxy]ethoxy} methyl)-2-pyridyl]methoxy} ethoxy)ethyl 9-carbazolecarboxylate C1=CC=CC=2C3=CC=CC=C3N(C12)C(=O)OCCOCCOCC1=NC(=CC=C1)COCCOCCOC(=O)C1=CC=CC=2C3=CC=CC=C3NC12